(1S,3ar,6as)-2-(4-methyl-2-oxabicyclo[2.1.1]hexane-1-carbonyl)-N-((S)-3-oxo-1-((S)-2-oxopyrrolidin-3-yl)-4-(trifluoromethoxy)butan-2-yl)octahydrocyclopenta[c]pyrrole-1-carboxamide CC12COC(C1)(C2)C(=O)N2[C@@H]([C@@H]1[C@H](C2)CCC1)C(=O)N[C@@H](C[C@H]1C(NCC1)=O)C(COC(F)(F)F)=O